(S)-7-(2,2-dimethyl-tetrahydro-2H-pyran-4-yl)-3-(1-(5-carbonyl-4,5-dihydro-1,2,4-oxadiazol-3-yl)cyclopropyl)indolizine-2-carboxylic acid CC1(OCC[C@@H](C1)C=1C=CN2C(=C(C=C2C1)C(=O)O)C1(CC1)C1=NOC(N1)=C=O)C